5-(difluoro(phenyl)methyl)-1,3,4-oxadiazole FC(C1=NN=CO1)(C1=CC=CC=C1)F